OC=1C=C(C2OC3=CC=CC=C3C(C2)=O)C=C(C1)O 3',5'-dihydroxyflavanone